C(C=C)(=O)C=CC=C acrylylbutadiene